2-(4-{[(2R)-2-hydroxypropyl]amino}pyrrolo[1,2-d][1,2,4]triazin-1-yl)-5-(trifluoromethoxy)phenol hydrochloride Cl.O[C@@H](CNC1=NN=C(C=2N1C=CC2)C2=C(C=C(C=C2)OC(F)(F)F)O)C